(R)-5-((4-(3-aminopyrrolidin-1-yl)-3-((methylsulfonyl)methyl)phenyl)amino)-7-(cyclopropylamino)pyrazolo[1,5-a]pyrimidine-3-carbonitrile monotrifluoroacetic acid salt FC(C(=O)O)(F)F.N[C@H]1CN(CC1)C1=C(C=C(C=C1)NC1=NC=2N(C(=C1)NC1CC1)N=CC2C#N)CS(=O)(=O)C